methyl (4-((5-(4-bromophenyl)-1H-pyrazol-3-yl)amino)-3-methylphenyl)carbamate BrC1=CC=C(C=C1)C1=CC(=NN1)NC1=C(C=C(C=C1)NC(OC)=O)C